3-(methylsulfonyl)cyclobutyl methanesulfonate CS(=O)(=O)OC1CC(C1)S(=O)(=O)C